4-[3,3-difluoropropyl-[4-(5,6,7,8-tetrahydro-1,8-naphthyridin-2-yl)butyl]amino]-2-(pyridine-3-carbonylamino)butanoic acid FC(CCN(CCC(C(=O)O)NC(=O)C=1C=NC=CC1)CCCCC1=NC=2NCCCC2C=C1)F